2-methoxy-N-(4-methoxy-6-((5-((perfluorophenyl)sulfonyl)-5,6-dihydropyrrolo[3,4-c]pyrazol-1(4H)-yl)methyl)benzo[d]isoxazol-3-yl)benzenesulfonamide COC1=C(C=CC=C1)S(=O)(=O)NC1=NOC2=C1C(=CC(=C2)CN2N=CC1=C2CN(C1)S(=O)(=O)C1=C(C(=C(C(=C1F)F)F)F)F)OC